C1=NC=CC2=CCC(C=C12)=O 7-isoquinolone